N-hydroxypiperazine-1-carboxamide ONC(=O)N1CCNCC1